5-(8-(3-(2,2,2-trifluoroethyl)pyrrolidin-1-yl)imidazo[1,2-b]pyridazin-6-yl)pyrimidine-2,4(1H,3H)-dione FC(CC1CN(CC1)C=1C=2N(N=C(C1)C=1C(NC(NC1)=O)=O)C=CN2)(F)F